N-(3-((1-Cyclopentyl-3-methyl-2-oxo-2,3-dihydro-1H-imidazo[4,5-c]pyridin-6-yl)amino)phenyl)acetamide C1(CCCC1)N1C(N(C=2C=NC(=CC21)NC=2C=C(C=CC2)NC(C)=O)C)=O